pivalohydrazide C(C(C)(C)C)(=O)NN